CNC1=CC(=NC(=C1)C)NC1=CC2=C(OCO2)C(=C1)C=1CCCNCC1 N4,6-dimethyl-N2-[7-(2,3,4,7-tetrahydro-1H-azepin-5-yl)-1,3-benzodioxol-5-yl]pyridine-2,4-diamine